ClC1=CC=C(C=C1)C1=CC=C2C(=N1)C=C(N2)C(=O)N2CCCCC2 (5-(4-chlorophenyl)-1H-Pyrrolo[3,2-b]Pyridin-2-yl)(piperidin-1-yl)methanone